(2S,3S)-3-[tert-butyl(dimethyl)silyl]oxy-N-(5-chloro-2,4-difluoro-phenyl)-N-methyl-1-[6-methyl-4-(trifluoromethyl)-2-pyridyl]-5-oxo-pyrrolidine-2-carboxamide [Si](C)(C)(C(C)(C)C)O[C@@H]1[C@H](N(C(C1)=O)C1=NC(=CC(=C1)C(F)(F)F)C)C(=O)N(C)C1=C(C=C(C(=C1)Cl)F)F